4-Chloro-N-(4-chlorophenyl)nicotinamide-1-oxide ClC1=CC=[N+](C=C1C(=O)NC1=CC=C(C=C1)Cl)[O-]